N-(3-{3-Cyclopropyl-5-[(2-fluoro-4-iodophenyl)amino]-6,8-dimethyl-2,4,7-trioxo-3,4,6,7-tetrahydropyrido[4,3-d]pyrimidin-1(2H)-yl}phenyl)acetamid C1(CC1)N1C(N(C=2C(C1=O)=C(N(C(C2C)=O)C)NC2=C(C=C(C=C2)I)F)C=2C=C(C=CC2)NC(C)=O)=O